Cl.C(C)OC1=C(C(=CC(=C1)CN1CCC(CC1)CN)OCC)C1=CC=C(C=C1)F 1-(((2,6-diethoxy-4'-fluoro-[1,1'-biphenyl]-4-yl)methyl)piperidin-4-yl)methylamine, hydrochloride salt